C(CCCCCCCCCCCCCCCCCCCCCCCCCCCCC)N1C(CCC1)=O 1-N-triacontyl-2-pyrrolidone